(R)-2-(methylthio)-3',4',5,7-tetrahydro-1'H-spiro[cyclopenta[d]pyrimidine-6,2'-naphthalen]-4-yl trifluoromethanesulfonate FC(S(=O)(=O)OC=1C2=C(N=C(N1)SC)C[C@]1(CC3=CC=CC=C3CC1)C2)(F)F